CC(COC(C)=O)CC(CCC)C 2,4-Dimethylheptylacetat